[4-(5-methyloxazolo[4,5-b]pyridin-2-yl)piperazin-1-yl]-[5-methyl-6-[3-(2,2,2-trifluoro-1-methyl-ethoxy)azetidin-1-yl]-3-pyridyl]methanone CC1=CC=C2C(=N1)N=C(O2)N2CCN(CC2)C(=O)C=2C=NC(=C(C2)C)N2CC(C2)OC(C(F)(F)F)C